O=S1(N=CC2=C1C=C(C=C2)C(=O)OC)=O methyl 1,1-dioxo-1,2-benzothiazole-6-carboxylate